[Al].[Cl] chlorine aluminum salt